1-(2,5-Difluorophenyl)-4-(trimethylsilyl)but-3-yn-1-amine FC1=C(C=C(C=C1)F)C(CC#C[Si](C)(C)C)N